exo-5,6-dimethoxy-2-norbornene COC1C2C=CC(C1OC)C2